C(CC)OC(CCCCCCC)O propoxyoctanol